ClC1=CC=C(C=C1)C1=CCC(CC1)(C)C 4'-chloro-4,4-dimethyl-3,4,5,6-tetrahydro-1,1'-biphenyl